tert-Butyl 4-[3-(2-dispiro[2.0.24.13]heptan-7-ylethoxy)pyrazol-1-yl]-2-fluoro-benzoate C1CC12C1(CC1)C2CCOC2=NN(C=C2)C2=CC(=C(C(=O)OC(C)(C)C)C=C2)F